N-(2-chloro-4-(trifluoromethyl)phenyl)-1-(4-(1-((1-(2-(2,6-dioxopiperidin-3-yl)-1,3-dioxoisoindolin-5-yl)azetidin-3-yl)methyl)piperidin-4-yl)-1H-pyrazol-1-yl)cyclobutane-1-carboxamide ClC1=C(C=CC(=C1)C(F)(F)F)NC(=O)C1(CCC1)N1N=CC(=C1)C1CCN(CC1)CC1CN(C1)C=1C=C2C(N(C(C2=CC1)=O)C1C(NC(CC1)=O)=O)=O